(S)-2-amino-3-(4-cyclopentylphenyl)propanoic acid N[C@H](C(=O)O)CC1=CC=C(C=C1)C1CCCC1